1,4-bis(n-butylsulfanylthiocarbonylsulfanylmethyl)benzene C(CCC)SC(=S)SCC1=CC=C(C=C1)CSC(=S)SCCCC